7-(3-methoxy-3-oxopropyl)-3-methyl-2,3-dihydrobenzofuran-3-carboxylic acid COC(CCC1=CC=CC=2C(COC21)(C(=O)O)C)=O